C(C)C1=NC2=CC(=C(C=C2NC1=O)CN1CCN(CC1)C=1C=CC(=NC1F)C(=O)NC)F 5-[4-[(2-ethyl-7-fluoro-3-oxo-4H-quinoxalin-6-yl)methyl]Piperazin-1-yl]-6-fluoro-N-methyl-pyridine-2-carboxamide